ClC=1C(N(C=C(C1C)C=1NC2=CC=C(C=C2C1C(C)C)C1CCN(CC1)C1COC1)C)=O 3-chloro-5-(3-isopropyl-5-(1-(oxetan-3-yl)piperidin-4-yl)-1H-indol-2-yl)-1,4-dimethylpyridin-2(1H)-one